N-(2-cyclopentyloxy-4-(4,4,5,5-tetramethyl-1,3,2-dioxaborolan-2-yl)phenyl)acetamide C1(CCCC1)OC1=C(C=CC(=C1)B1OC(C(O1)(C)C)(C)C)NC(C)=O